methyl (2-(phenylamino)ethyl)fumarate C1(=CC=CC=C1)NCC/C(/C(=O)OC)=C\C(=O)[O-]